CC=1C=C(C=CC1C(=O)C1=CC2=C(OC3=C2C=C(C=C3)C(C3=C(C=CC=C3)C)=O)C=C1)N1C3=CC=CC=C3C=3C(CCCC13)=O 9-(3-methyl-4-(8-(2-methylbenzoyl)dibenzo[b,d]furan-2-carbonyl)phenyl)-1,2,3,9-tetrahydro-4H-carbazol-4-one